[(2R,3S,4R,5R)-3,4-Diacetoxy-5-[2-(2-methylpropanoylamino)-6-oxo-1H-purin-9-yl]-2-[2-[2-(2-triisopropylsilyloxyethoxy)ethoxy]ethoxymethyl]tetrahydro-furan-2-yl]methyl acetate C(C)(=O)OC[C@]1(O[C@H]([C@@H]([C@@H]1OC(C)=O)OC(C)=O)N1C=2N=C(NC(C2N=C1)=O)NC(C(C)C)=O)COCCOCCOCCO[Si](C(C)C)(C(C)C)C(C)C